FC=1C=C(C2=C(CCO2)C1)S(=O)(=O)NC=1C=NC=2CCNC(C2C1)=O 5-Fluoro-N-(5-oxo-5,6,7,8-tetrahydro-1,6-naphthyridin-3-yl)-2,3-dihydrobenzofuran-7-sulfonamide